CN1C(C2=CC(=CC(=C2C=C1C=1CCN(CC1)C1=CC=CC=C1)C(C)NC1=C(C(=O)O)C=CC=C1)C)=O 2-((1-(2,7-dimethyl-1-oxo-3-(1-phenyl-1,2,3,6-tetrahydropyridin-4-yl)-1,2-dihydroisoquinolin-5-yl)ethyl)amino)benzoic acid